3-fluoro-5-((7-hydroxy-6,7-dihydro-5H-cyclopenta[d]pyrimidin-4-yl)amino)benzonitrile FC=1C=C(C#N)C=C(C1)NC=1C2=C(N=CN1)C(CC2)O